COC1CC(CNC1)C1=NOCC(O1)CN1CCCCC1 (5-methoxypiperidin-3-yl)-5-(piperidin-1-ylmethyl)-5,6-dihydro-1,4,2-dioxazine